N1(C=NC=C1)C1=CC(=CC(=N1)C(=O)NC1=CC(=NC=C1)C(F)(F)F)OC1(COC1)C 6-(1H-imidazol-1-yl)-4-((3-methyloxetan-3-yl)oxy)-N-(2-(trifluoromethyl)pyridin-4-yl)picolinamide